3-{2-cyano-1-[4-(7H-pyrrolo-[2,3-d]pyrimidin-4-yl)-1H-pyrazol-1-yl]ethyl}-N-1-naphthylbenzamide tri-fluoroacetate FC(C(=O)O)(F)F.C(#N)CC(N1N=CC(=C1)C=1C2=C(N=CN1)NC=C2)C=2C=C(C(=O)NC1=CC=CC3=CC=CC=C13)C=CC2